CC1=C(OC=2C=C(C=CC2)S(=O)(=NCC(F)(F)F)C)C=C(C(=C1)[N+](=O)[O-])C (3-(2,5-dimethyl-4-nitrophenoxy)phenyl)(methyl)((2,2,2-trifluoroethyl)imino)-λ6-sulfanone